8-(4-chloro-1,2,6-trimethyl-1H-benzo[d]imidazol-5-yl)-3-(3,4,5-trifluorobenzoyl)indolizine-1-carboxylic acid ClC1=C(C(=CC=2N(C(=NC21)C)C)C)C2=CC=CN1C(=CC(=C21)C(=O)O)C(C2=CC(=C(C(=C2)F)F)F)=O